1-(2-(methoxymethyl)-4-(2-(((S)-1-methylpyrrolidin-2-yl)methoxy)-7-(naphthalen-1-yl)-5,6,7,8-tetrahydropyrido[3,4-d]pyrimidin-4-yl)piperazin-1-yl)prop-2-en-1-one COCC1N(CCN(C1)C=1C2=C(N=C(N1)OC[C@H]1N(CCC1)C)CN(CC2)C2=CC=CC1=CC=CC=C21)C(C=C)=O